[N+](=O)([O-])C=1C=C(C=CC1)C1=NOC(=N1)NC=1C=C2C=NN(C2=CC1)C1OCCCC1 3-(3-nitrophenyl)-N-(1-(tetrahydro-2H-pyran-2-yl)-1H-indazol-5-yl)-1,2,4-oxadiazol-5-amine